8-[2-hydroxyethyl-[6-oxo-6-(undecylamino)hexyl]amino]-N-(1-octylnonyl)octanamide OCCN(CCCCCCCC(=O)NC(CCCCCCCC)CCCCCCCC)CCCCCC(NCCCCCCCCCCC)=O